C[C@H]1N(C(N(C1)C=1C=C2CN(C(C2=CC1)=O)C1C(NC(CC1)=O)=O)=O)C1=CC=C(C=C1)C 3-(5-((R)-4-methyl-2-oxo-3-(p-tolyl)imidazolidin-1-yl)-1-oxoisoindolin-2-yl)piperidine-2,6-dione